P(=O)(OCC1=CC=CC=C1)(OCC1=CC=CC=C1)OC1=C(C=C(C=C1)CO)F dibenzyl (2-fluoro-4-(hydroxymethyl)phenyl) phosphate